1-[4-[2-[4-[3-[6-cyano-5-(trifluoromethyl)-3-pyridinyl]-5,5-dimethyl-4-oxo-2-thioxo-imidazolidin-1-yl]-2-ethyl-phenoxy]ethyl]piperazin-1-yl]cyclopropanecarboxylic acid ethyl ester C(C)OC(=O)C1(CC1)N1CCN(CC1)CCOC1=C(C=C(C=C1)N1C(N(C(C1(C)C)=O)C=1C=NC(=C(C1)C(F)(F)F)C#N)=S)CC